C(C)(C)(C)OC(=O)N[C@@](C[2H])(C(=O)O)[2H] N-tert-butyloxycarbonyl-2,3-dideutero-L-alanine